C[C@@H]1C[C@@H](CN1C1=C2C(=NC(=C1)C1=CC=NN1C)C(=NN2CC(F)(F)F)C2=CC=NN2)O (3S,5R)-5-methyl-1-(5-(1-methyl-1H-pyrazol-5-yl)-3-(1H-pyrazol-5-yl)-1-(2,2,2-Trifluoroethyl)-1H-pyrazolo[4,3-b]pyridin-7-yl)pyrrolidin-3-ol